FC1=C2C3=C(NC2=C(C=C1F)NC)N=CC(=C3N3C[C@H]([C@@H](C3)O)F)C=3C=C1C(C(=CN(C1=NC3)C)C(=O)O)=O 6-[5,6-difluoro-4-[trans-3-fluoro-4-hydroxy-pyrrolidin-1-yl]-8-(methylamino)-9H-pyrido[2,3-b]indol-3-yl]-1-methyl-4-oxo-1,8-naphthyridine-3-carboxylic acid